(5S)-5-acetamido-6-(((2S)-1-((2-methyl-5-((2-methylazetidin-2-yl)methoxy)benzyl)amino)-1-oxo-4-phenylbutan-2-yl)amino)-6-oxohexanoic acid C(C)(=O)N[C@@H](CCCC(=O)O)C(=O)N[C@H](C(=O)NCC1=C(C=CC(=C1)OCC1(NCC1)C)C)CCC1=CC=CC=C1